N-((5-(2-aminophenyl)-1H-pyrazol-3-yl)methyl)-2-methoxybenzamide NC1=C(C=CC=C1)C1=CC(=NN1)CNC(C1=C(C=CC=C1)OC)=O